cyclooctatetraenyl-(cyclopentadienyl)titanium C1(=CC=CC=CC=C1)[Ti]C1C=CC=C1